2,5-dichloro-4-(1-(2,2-difluoroethyl)-1H-pyrazol-4-yl)pyrimidine ClC1=NC=C(C(=N1)C=1C=NN(C1)CC(F)F)Cl